[NH4+].C1(=CC=CC=C1)P(C1=CC=CC=C1)C1=CC=CC=C1.C1(=CC=CC=C1)P(C1=CC=CC=C1)C1=CC=CC=C1 bis(triphenylphosphine) ammonium salt